5-(4-(3-(5-ethyl-6-oxo-1,6-dihydropyrazin-2-yl)cyclopent-2-en-1-yl)piperazin-1-yl)-6-fluoro-N-methylpicolinamide C(C)C1=NC=C(NC1=O)C1=CC(CC1)N1CCN(CC1)C=1C=CC(=NC1F)C(=O)NC